C(C1=CC=CC=C1)OC1=NC(=NC=C1B(O)O)N(C)C 4-BENZYLOXY-2-DIMETHYLAMINO-PYRIMIDINE-5-BORONIC ACID